N-(6-amino-5-ethyl-3-pyridyl)-2-[(2R,5S)-2-(4-fluorophenyl)-5-methyl-1-piperidyl]-2-oxo-acetamide NC1=C(C=C(C=N1)NC(C(=O)N1[C@H](CC[C@@H](C1)C)C1=CC=C(C=C1)F)=O)CC